N[C@H]1CN(CC1)C1=NC=CC2=CC(=CC=C12)NC(\C=C\C)=O (R,E)-N-(1-(3-aminopyrrolidin-1-yl)isoquinolin-6-yl)but-2-enamide